trans-N-[3-(tert-butylsulfamoyl)-4-[2-[4-(isopropoxycarbonylamino)cyclohexyl]thiazol-5-yl]phenyl]carbamic acid 4-piperidinylmethyl ester N1CCC(CC1)COC(NC1=CC(=C(C=C1)C1=CN=C(S1)[C@@H]1CC[C@H](CC1)NC(=O)OC(C)C)S(NC(C)(C)C)(=O)=O)=O